OC1=CC=C(C=C1)/N=N/C1=C(C(=O)O)C=CC=C1 (E)-2-((4-hydroxyphenyl)diazenyl)benzoic acid